3-(3-bromopropoxy)-7-methoxy-2-(4-tolyl)-4H-chromen-4-one BrCCCOC1=C(OC2=CC(=CC=C2C1=O)OC)C1=CC=C(C=C1)C